FC1=C2C(NC(=NC2=CC(=C1)OCC1CCN(CC1)CCN1CCN(CC1)C1=C(C=C(C=C1)[N+](=O)[O-])F)CSC1CCOCC1)=O 5-fluoro-7-((1-(2-(4-(2-fluoro-4-nitrophenyl)piperazin-1-yl)ethyl)piperidin-4-yl)methoxy)-2-(((tetrahydro-2H-pyran-4-yl)thio)methyl)quinazolin-4(3H)-one